C(C)(C)(C)SC1=C(N(C2=CC=C(C=C12)O)CC1=CC=C(C=C1)Cl)CC(C)(C1=NN=NN1C)C (tert-Butylthio)-1-(4-chlorobenzyl)-2-(2-methyl-2-(1-methyl-1H-tetrazol-5-yl)propyl)-1H-indol-5-ol